FC=1C=C2C(=C3C1NC(NC31CCCCC1)=O)OC(=N2)CNCC(=O)N(C)C 2-({5-fluoro-7-oxo-7,8-dihydro-6H-spiro[[1,3]oxazolo[5,4-f]quinazoline-9,1'-cyclohexane]-2-ylmethyl}amino)-N,N-dimethylacetamide